BrC=1N=C2C(=C(C(N(C2=CC1)C)=O)C#N)N1CCN(CC1)CC1=C(C=CC=C1)NC(OC(C)(C)C)=O tert-butyl N-(2-{[4-(6-bromo-3-cyano-1-methyl-2-oxo-1,2-dihydro-1,5-naphthyridin-4-yl)piperazin-1-yl] methyl} phenyl)carbamate